Cl.COC([C@H](C(C)C)N)=O (2S)-2-amino-3-methylbutanoic acid methyl ester hydrochloride